O=S1CC2=C(C1)C=C1C=CC=CC1=C2 1,3-dihydro-2-oxonaphtho[2,3-c]thiophene